1-(3-((4-((4-([1,2,4]Triazolo[1,5-c]pyrimidin-7-yloxy)-3-methylphenyl)amino)-7-methoxyquinazolin-6-yl)oxy)-8-azabicyclo[3.2.1]octan-8-yl)prop-2-en-1-one N=1C=NN2C=NC(=CC21)OC2=C(C=C(C=C2)NC2=NC=NC1=CC(=C(C=C21)OC2CC1CCC(C2)N1C(C=C)=O)OC)C